4-hydroxy-3-methoxyphenol OC1=C(C=C(C=C1)O)OC